[N+](=O)([O-])C1=NNC(=C1)C(=O)OC methyl 3-nitro-1H-pyrazole-5-carboxylate